N-[5-(2-fluorobenzyl)-1,3,4-thiadiazol-2-yl]-2-phenylacrylamide FC1=C(CC2=NN=C(S2)NC(C(=C)C2=CC=CC=C2)=O)C=CC=C1